N-(2-methoxyethyl)-2-methylsulfonyl-thiazolo[4,5-d]pyrimidin-7-amine hydrochloride Cl.COCCNC=1C2=C(N=CN1)N=C(S2)S(=O)(=O)C